ClC1=CNC2=CC=C(C=C12)CNC(=O)[C@H]1N(CC1)C([C@@H](CCCCO)NC(OC(C)(C)C)=O)=O tert-butyl ((R)-1-((S)-2-(((3-chloro-1H-indol-5-yl)methyl)carbamoyl)azetidin-1-yl)-6-hydroxy-1-oxohexan-2-yl)carbamate